C1(=CC=CC=2C(=CC=CC12)S(=O)(=O)O)S(=O)(=O)O.C1(CC1)N1C=C(C(C2=CC(=C(C(=C12)F)C=1C=C2CCN(C2=CC1)CC=1C(=NC(=NC1)N)N)F)=O)C(=O)OCC Ethyl 1-cyclopropyl-7-(1-((2,4-diaminopyrimidin-5-yl)methyl)indolin-5-yl)-6,8-difluoro-4-oxo-1,4-dihydroquinoline-3-carboxylate naphthalene-1,5-disulfonate